C(C)(C)(C)[Si](C)(C)OS(=O)(=O)C(F)(F)F tertiarybutyldimethylsilyltrifluoromethanesulfonate